dimethyl-2H-benzofuran-4-ol CC1(OC=2C(C1)=C(C=CC2)O)C